(1R,3R)-3-((6-bromo-4-(morpholinomethyl)pyridin-2-yl)amino)cyclobutan-1-ol BrC1=CC(=CC(=N1)NC1CC(C1)O)CN1CCOCC1